C(C)N1C(=NC2=C1C(=CC(=C2)C(=O)NC2=CC(=CC=C2)S(=O)(=O)C)OC)C(C(F)(F)F)(C2=CC=CC=C2)O 1-ethyl-7-methoxy-N-(3-(methylsulfonyl)phenyl)-2-(2,2,2-trifluoro-1-hydroxy-1-phenylethyl)-1H-benzo[d]imidazole-5-carboxamide